C1(CCCCC1)COC=1C=C(C=C2C=CNC12)F 7-(cyclohexylmethoxy)-5-fluoro-1H-indole